2-[1-(3-bromo-5-methoxyphenyl)pyrazol-4-yl]propanoic acid BrC=1C=C(C=C(C1)OC)N1N=CC(=C1)C(C(=O)O)C